Tert-butyl 4-((4-((2-(N-methylmethylsulfonamido)benzyl)amino)-5-(trifluoro-methyl)pyridin-2-yl)amino)benzoate CN(S(=O)(=O)C)C1=C(CNC2=CC(=NC=C2C(F)(F)F)NC2=CC=C(C(=O)OC(C)(C)C)C=C2)C=CC=C1